2-chloro-4-[[3-(2,3-difluoro-4-methoxyphenyl)imidazo[1,2-a]pyrazin-8-yl]amino]-N-(4-piperidylmethyl)benzamide ClC1=C(C(=O)NCC2CCNCC2)C=CC(=C1)NC=1C=2N(C=CN1)C(=CN2)C2=C(C(=C(C=C2)OC)F)F